3-(T-BUTOXYCARBONYLAMINO)-4-CHLOROPHENYLBORONIC ACID C(C)(C)(C)OC(=O)NC=1C=C(C=CC1Cl)B(O)O